ClC1=C(C=CC=C1)C=1N=C(SC1)C1=C(C(=O)N)C=CC(=C1)OC (4-(2-chlorophenyl)thiazol-2-yl)-4-methoxybenzamide